C1(CC1)[C@H](C)NC(=O)C1=NC=C(C(=C1)C1=CC(=CC(=C1)F)F)C N-[(1S)-1-cyclopropylethyl]-4-(3,5-difluorophenyl)-5-methylpyridine-2-carboxamide